tert-butyl N-[4-[tert-butyl(dimethyl)silyl]oxy-1-[(2S,4R)-2-[(4-ethynylphenyl)methylcarbamoyl]-4-hydroxy-pyrrolidine-1-carbonyl]-2,2-dimethyl-butyl]carbamate [Si](C)(C)(C(C)(C)C)OCCC(C(C(=O)N1[C@@H](C[C@H](C1)O)C(NCC1=CC=C(C=C1)C#C)=O)NC(OC(C)(C)C)=O)(C)C